NC=1C2=C(N(C(N1)=O)[C@H]1C[C@@H](CC1)NC(OC)=O)C1=C(N=C2)NC(=C1C=1C=C2C=NN(C2=CC1)C(C)C)C=1C=NN(C1)C methyl ((1R,3R)-3-(4-amino-9-(1-isopropyl-1H-indazol-5-yl)-8-(1-methyl-1H-pyrazol-4-yl)-2-oxo-2,7-dihydro-1H-pyrrolo[3',2':5,6]pyrido[4,3-d]pyrimidin-1-yl)cyclopentyl)carbamate